N-(1-(2-fluorophenyl)-3-methyl-1H-pyrazol-5-yl)pyrazolo[1,5-a]pyrimidine-3-carboxamide FC1=C(C=CC=C1)N1N=C(C=C1NC(=O)C=1C=NN2C1N=CC=C2)C